Methyl 2-[5-[(1,3-dihydro-1,3-dioxo-2H-inden-2-ylidene)methyl]-2-furanyl]benzoate O=C1C(C(C2=CC=CC=C12)=O)=CC1=CC=C(O1)C1=C(C(=O)OC)C=CC=C1